3-(3-aminopyrrolidin-1-yl)-2,2-difluoropropan-1-ol NC1CN(CC1)CC(CO)(F)F